C=1N=CN2C1C1=CC=CC=C1[C@H]2[C@H]2CC([C@@H]2O)(C)C (1R,4R)-4-((R)-5H-imidazo[5,1-a]isoindol-5-yl)-2,2-dimethylcyclobutan-1-ol